ClC1=C(C(=C(C=C1)N1N=NC(=C1)C(=O)O)I)F 1-(4-chloro-3-fluoro-2-iodophenyl)-1H-1,2,3-triazole-4-carboxylic acid